O1COC2=C1C=CC(=C2)NC2=NC=C(C(=N2)N2N=CC(=C2)C(=O)NC(CO)C2=CC(=CC=C2)Cl)C 1-(2-(benzo[d][1,3]dioxol-5-ylamino)-5-methylpyrimidin-4-yl)-N-(1-(3-chlorophenyl)-2-hydroxy-ethyl)-1H-pyrazole-4-amide